1-(pyrrolidin-1-carbonyl)pyrrolidin-3-one N1(CCCC1)C(=O)N1CC(CC1)=O